1-(prop-2-yn-1-yl)piperidine-4-carbonitrile C(C#C)N1CCC(CC1)C#N